5-(4-((R)-2-((tert-Butyldimethylsilyl)oxy)propoxy)-6-((R)-3-methoxytetrahydrofuran-3-yl)pyridin-2-yl)-7-methylpyrrolo[1,2-c]pyrimidin-3-amine [Si](C)(C)(C(C)(C)C)O[C@@H](COC1=CC(=NC(=C1)[C@]1(COCC1)OC)C=1C=C(N2C=NC(=CC21)N)C)C